3a-Iodo-3a,4,7,7a-tetrahydro-4,7-dimethyl-2,5,6-triphenyl-4,7-methano-1H-isoindole-1,3,8(2H)-trione IC12C(N(C(C2C2(C(=C(C1(C2=O)C)C2=CC=CC=C2)C2=CC=CC=C2)C)=O)C2=CC=CC=C2)=O